N-(3-Methoxyphenyl)thiophen-3-amine COC=1C=C(C=CC1)NC1=CSC=C1